(R)-N-(1-(3-(difluoromethyl)-2-fluorophenyl)ethyl)-2-methyl-4-(1-(trifluoromethyl)cyclopropyl)-[1,2,4]triazolo[1',5':1,6]pyrido[2,3-d]pyrimidin-6-amine FC(C=1C(=C(C=CC1)[C@@H](C)NC1=C2C(=NC=N1)N1C(C(=C2)C2(CC2)C(F)(F)F)=NC(=N1)C)F)F